N1(CCNCC1)CCCOC1=CC(=CC2=C1NC=N2)C(=O)N 7-(3-(piperazin-1-yl)propoxy)-1H-benzo[d]imidazole-5-carboxamide